O[C@@H]([C@H](C)OC(CC)=O)C (2S,3R)-3-hydroxybut-2-ylpropionate